Cl.FC(C1=CC=C(C[C@@H]2C[C@H](NC2)C(=O)OCC2=CC=CC=C2)C=C1)(F)F benzyl (2S,4R)-4-(4-(trifluoromethyl)benzyl)pyrrolidine-2-carboxylate hydrochloride